4-methoxy-N-methyl-N-(6-(methyl(piperidin-4-yl)amino)pyridazin-3-yl)benzamide COC1=CC=C(C(=O)N(C=2N=NC(=CC2)N(C2CCNCC2)C)C)C=C1